NC1=C(C(=NN1C1CCCC1)CC)C(=O)N 5-amino-1-cyclopentyl-3-ethylpyrazole-4-carboxamide